5-bromo-2-[3-(trifluoromethoxy)phenoxy]pyrimidine BrC=1C=NC(=NC1)OC1=CC(=CC=C1)OC(F)(F)F